N1(CCC1)C=1C=C(C#N)C(=CN1)C=C 2-(azetidin-1-yl)-5-vinylisonicotinonitrile